tert-Butyl (2-(1,3-dioxo-2,3-dihydro-1H-inden-2-yl)ethyl)carbamate O=C1C(C(C2=CC=CC=C12)=O)CCNC(OC(C)(C)C)=O